N-(biphenyl-4-yl)-9,9-dimethyl-N-(4-(9-phenyl-9H-carbazol-3-yl)phenyl)-9H-2-fluoren-amine C1(=CC=C(C=C1)N(C1=CC=2C(C3=CC=CC=C3C2C=C1)(C)C)C1=CC=C(C=C1)C=1C=CC=2N(C3=CC=CC=C3C2C1)C1=CC=CC=C1)C1=CC=CC=C1